N1-((1-ethylpyrrolidin-2-yl)methyl)-4-((4-fluorophenyl)thio)isophthalamide C(C)N1C(CCC1)CNC(C1=CC(C(=O)N)=C(C=C1)SC1=CC=C(C=C1)F)=O